FC=1C=C(C=C(C1)F)[C@@H]1CC[C@H]2OC3(C(N21)=O)CCN(CC3)C3=CC=C(C#N)C=C3 4-[(5'S,7a'R)-5'-(3,5-difluorophenyl)-3'-oxotetrahydro-1H,3'H-spiro[piperidine-4,2'-pyrrolo[2,1-b][1,3]oxazol]-1-yl]benzonitrile